5-Bromo-2-chloro-N-(3,3-difluorocyclopentyl)pyrimidin-4-amine BrC=1C(=NC(=NC1)Cl)NC1CC(CC1)(F)F